5-[2-(2-diethylamino-ethoxy)-benzyl]-3-isopropyl-1,6-dihydro-pyrazolo[4,3-d]pyrimidin-7-one C(C)N(CCOC1=C(CC=2NC(C3=C(N2)C(=NN3)C(C)C)=O)C=CC=C1)CC